1,4-diamino-1,2-dimethylbutane NC(C(CCN)C)C